SS(=O)(=O)N(C(=O)C1=CC(=C(C=C1)C)C)S(=O)(C1=CC=C(C=C1)N)=O N-sulfanylsulfonyl-(sulfanilyl)-3,4-xylylcarboxamide